CN1N=CC2=CC(=CC=C12)C(=O)O 1-methyl-1H-indazole-5-carboxylic Acid